CC1=C(CNC(=O)C2=NOC(=N2)C(C(F)(F)F)(C)C)C=CC(=C1)C=1C2=C(N=CN1)NC(=C2)C2=CC=C(C=C2)N2CCNCC2 N-(2-methyl-4-(6-(4-(piperazin-1-yl)phenyl)-7H-pyrrolo[2,3-d]pyrimidin-4-yl)benzyl)-5-(1,1,1-trifluoro-2-methylpropan-2-yl)-1,2,4-oxadiazole-3-carboxamide